5-dodecyl-1-[3-(triethoxysilyl)propyl]-1H-tetrazole C(CCCCCCCCCCC)C1=NN=NN1CCC[Si](OCC)(OCC)OCC